N-(1-hydroxy-2-methylpropan-2-yl)-3-((2S)-2-hydroxy-3-(8-(naphthalen-2-ylsulfonyl)-1-oxa-8-azaspiro[4.5]decan-3-ylamino)propoxy)benzenesulfonamide OCC(C)(C)NS(=O)(=O)C1=CC(=CC=C1)OC[C@H](CNC1COC2(C1)CCN(CC2)S(=O)(=O)C2=CC1=CC=CC=C1C=C2)O